C1(CCCC1)N1C=C(N=C2C(NC(N=C12)(N)NC1CCN(CC1)S(=O)(=O)CC)=O)NC 8-cyclopentyl-2-((1-(ethylsulfonyl)piperidin-4-yl)amino)-6-(methylamino)pterin